C(C)(=O)C(C(=O)OC1C(OC(C1)C1=NC(=C2C(=N1)NN=C2C#CCOC)N)CO)C2=C(C=CC=C2)OC 5-[4-amino-3-(3-methoxyprop-1-ynyl)pyrazolo[3,4-d]pyrimidinyl]-2-(hydroxymethyl)oxolan-3-ol 3-Acetyl-2-methoxyphenylacetate